C(C)(=O)NC1=C(C=CC=C1)N1CCCN(S1(=O)=O)CC(=O)NC1C2CC3(CC(CC1C3)C2)C(=O)N 4-(2-(6-(2-acetamidophenyl)-1,1-dioxido-1,2,6-thiadiazinan-2-yl)acetamido)adamantane-1-carboxamide